bis(3-methylphenyl)-4,4'-diaminobiphenyl CC=1C=C(C=CC1)C=1C(=C(C=CC1N)C1=CC=C(C=C1)N)C1=CC(=CC=C1)C